FC1=C(C=O)C=CC(=C1)C(C(F)(F)F)(F)F 2-fluoro-4-(1,1,2,2,2-pentafluoroethyl)benzaldehyde